(N,N-dimethylaminopropyl)amine CN(C)CCCN